β-Cyanoalanine C(#N)C[C@H](N)C(=O)O